N-(3-cyclopropyl-1H-pyrazol-5-yl)-2-(1-(3-(methoxymethyl)phenyl)-1H-pyrazol-4-yl)acetamide C1(CC1)C1=NNC(=C1)NC(CC=1C=NN(C1)C1=CC(=CC=C1)COC)=O